C1(CC1)CC(=O)N1CCC2([C@@H]([C@@H](CC2)[C@@H]2N3C(C=4C=CC=CC24)=CN=C3)O)CC1 cyclopropyl-[(3S,4R)-4-hydroxy-3-[(5S)-5H-imidazo[1,5-b]isoindol-5-yl]-8-azaspiro[4.5]decan-8-yl]ethanone